N1=CC=CC=2CCN(CC12)C(=O)OC(C)(C)C tert-butyl 6,8-dihydro-5H-1,7-naphthyridine-7-carboxylate